amino-6,8-dihydro-5H-quinoline-7-carbonitrile NC1=NC=2CC(CCC2C=C1)C#N